O1C(=CC=C1)C1=NN2C(N=C(N=C2N)S(=O)(=O)C)=N1 2-(furan-2-yl)-5-(methylsulfonyl)-[1,2,4]triazolo[1,5-a][1,3,5]triazin-7-amine